4-(3-amino-5-bromo-2-chloropyridin-4-yl)-2-chloro-5-fluoro-N-(2-(trifluoromethyl)pyridin-4-yl)benzamide NC=1C(=NC=C(C1C1=CC(=C(C(=O)NC2=CC(=NC=C2)C(F)(F)F)C=C1F)Cl)Br)Cl